BrC1(CCCC1)Br 1,1-di-bromo-cyclopentane